(4-fluorobenzoyl)(8-methyl-3-(trifluoromethyl)-5,6-dihydroimidazo[1,5-a]pyrazin-7(8H)-yl)methan FC1=CC=C(C(=O)CN2C(C=3N(CC2)C(=NC3)C(F)(F)F)C)C=C1